CN[C@@H](CC(=O)O)C(=O)O.NC1CCC(CC1)NC(C)=O N-(4-aminocyclohexyl)acetamide N-Methylaspartate